tertbutyl 4-(((5-chloro-2-ethoxybenzyl)amino)methyl)-3,3-difluoropiperidine-1-carboxylate ClC=1C=CC(=C(CNCC2C(CN(CC2)C(=O)OC(C)(C)C)(F)F)C1)OCC